methyl 5-formyl-2-methoxynicotinate C(=O)C=1C=NC(=C(C(=O)OC)C1)OC